C(C)(=O)NC=1C=C(C(=O)NC2=CC3=C(NC(N3)=O)C=C2)C=CC1 3-Acetamido-N-(2-oxo-2,3-dihydro-1H-benzo[d]imidazol-5-yl)benzamide